C(CCCCCCCC)(=O)OCC(COC(CCCCCCCC)=O)CC(=O)OC[C@H]1N(C[C@@H](C1)OC(CC(COC(CCCCCCCC)=O)COC(CCCCCCCC)=O)=O)C(=O)OC(C)(C)C 2-(2-(((2S,4R)-1-(tert-butoxycarbonyl)-4-((4-(nonanoyloxy)-3-((nonanoyloxy)methyl)butanoyl)oxy)pyrrolidin-2-yl)methoxy)-2-oxoethyl)propane-1,3-diyl dinonanoate